ClC1=CC=C(C=C1)C=1N=C2N(C=CC=C2)C1C(=O)NNC(CC1=CC(=C(C=C1)Cl)Cl)=O 2-(4-chlorophenyl)-N'-(2-(3,4-dichloro-phenyl)acetyl)imidazo[1,2-a]pyridine-3-carbohydrazide